O[C@@]12[C@@](OC=3C=NC=C(C31)OC)([C@@H]([C@H]([C@H]2O)S(=O)(=O)C2=CC=CC=C2)C2=CC=CC=C2)C2=CC=C(C#N)C=C2 |r| Rac-4-((4bS,5S,6R,7S,7aR)-4b,5-dihydroxy-4-methoxy-7-phenyl-6-(phenylsulfonyl)-4b,5,6,7-tetrahydro-7aH-cyclopenta[4,5]furo[2,3-c]pyridin-7a-yl)benzonitrile